2-(4-(((R)-5-(5-ethyl-1,2,4-oxadiazol-3-yl)-2,3-dihydro-1H-inden-1-yl)carbamoyl)-1H-pyrazol-1-yl)propanoic acid C(C)C1=NC(=NO1)C=1C=C2CC[C@H](C2=CC1)NC(=O)C=1C=NN(C1)C(C(=O)O)C